CC1=CC=CC(=N1)C1=NN(C=C1C1=CC=NC2=CC=CC=C12)C(NC1=CC=CC=C1)=S 3-(6-Methyl-2-pyridinyl)-N-phenyl-4-(4-quinolinyl)-1H-pyrazole-1-carbothioamide